Ethyl (E)-(3-(4-methoxyphenyl)acryloyl)-D-valinate COC1=CC=C(C=C1)/C=C/C(=O)N[C@H](C(C)C)C(=O)OCC